N-(3-(2-(tert-Butyl)-5-(2-chloropyrimidin-4-yl)thiazol-4-yl)-2-fluorophenyl)acetamide C(C)(C)(C)C=1SC(=C(N1)C=1C(=C(C=CC1)NC(C)=O)F)C1=NC(=NC=C1)Cl